C(=O)(OC(C)(C)C)OC(=O)OC(C)(C)C bis(1,1-dimethylethyl) dicarbonate